C(CCC)C(C(=O)OCCCCCCC(=O)OCC(COC(CCC(OCCCC\C=C/CC)OCCCC\C=C/CC)=O)COC(=O)OCC1CN(CCC1)CC)CCCCCC 7-(3-((4,4-bis(((Z)-oct-5-en-1-yl)oxy)butanoyl)oxy)-2-(((((1-ethylpiperidin-3-yl)methoxy)carbonyl)oxy)methyl)propoxy)-7-oxoheptyl 2-butyloctanoate